3-(3-(4-(4-((4-(2-(3-chloro-5-cyanophenyl)prop-2-yl)phenoxy)methyl)pyrimidine-2-yl)piperazin-1-yl)azetidin-1-yl)pyrrolidine-1-carboxylate ClC=1C=C(C=C(C1)C#N)C(C)(C)C1=CC=C(OCC2=NC(=NC=C2)N2CCN(CC2)C2CN(C2)C2CN(CC2)C(=O)[O-])C=C1